1-(2,6-dichloro-4-(trifluoromethyl)phenyl)-4-(difluoromethyl)-6-hydroxy-1H-pyrazolo[3,4-b]pyridine-3-carbonitrile ClC1=C(C(=CC(=C1)C(F)(F)F)Cl)N1N=C(C=2C1=NC(=CC2C(F)F)O)C#N